NC1=C2N=CN(C2=NC=N1)C[C@@H](C)OCP(OCCSCCCCCCCCCCCC#CC1=CC=C(C=C1)F)(O)=O 2-((13-(4-fluorophenyl)tridec-12-yn-1-yl)thio)ethyl hydrogen ((((R)-1-(6-amino-9H-purin-9-yl)propan-2-yl)oxy)methyl)phosphonate